Cl.NCCC=1C=C(C(=CC1)C(=O)O)C(=O)O 4-(2-aminoethyl)-1,2-benzenedicarboxylic acid hydrochloride